ClC=1C(=NC(=NC1)NC=1C(=NN(C1)C(C#N)(C)C)C)OCC1CCC(CC1)C(F)(F)F 2-(4-((5-chloro-4-((4-(trifluoromethyl)cyclohexyl)methoxy)pyrimidin-2-yl)amino)-3-methyl-1H-pyrazol-1-yl)-2-methylpropanenitrile